C(C=C)(=O)OCC[N+](C)(C)C acrylooxyethyltrimethylammonium